Cl.NC1(CC1)C#N 1-aminocyclopropanecarbonitrile HCl salt